C1(=CC=CC2=C1C1=C3C=CC=CC3=CC=C1C=1C=CC=CC21)C2=C(C=CC=C2)C2=C(C=CC1=CC=CC=C21)C2=C(C=CC=1C3=CC=CC=C3C=CC21)[Si](C)(C)C(C)(C)C (benzochrysenyl){[(tertbutyldimethylsilyl)phenanthrenyl]naphthalenyl}benzene